1,12-bis[2-[4-(4,6-diphenyl-1,3,5-triazine-2-yl)-3-hydroxyphenoxy] ethyl] dodecanedioate C(CCCCCCCCCCC(=O)OCCOC1=CC(=C(C=C1)C1=NC(=NC(=N1)C1=CC=CC=C1)C1=CC=CC=C1)O)(=O)OCCOC1=CC(=C(C=C1)C1=NC(=NC(=N1)C1=CC=CC=C1)C1=CC=CC=C1)O